C(C)C1=C(OC2=C1C=C(C=C2)F)/C(/C(F)(F)F)=N\O (E)-N-[1-(3-ethyl-5-fluoro-1-benzofuran-2-yl)-2,2,2-trifluoroethylidene]hydroxylamine